6'-Chloro-spiro[cyclopropane-1,3'-[3H]indol]-2'(1'H)-one ClC1=CC=C2C3(C(NC2=C1)=O)CC3